N1(CCOCC1)C1=CC=C2C(=N1)C=NN2 5-MORPHOLIN-4-YL-PYRAZOLO[4,3-B]PYRIDIN